C(CCCC=CCCCCCCCCCCCCCCCC)(=O)O 5-docosaenoic acid